Glyceraldehyde e-phosphate P(=O)(O)(O)O.O=CC(O)CO